5-(1-(pyrrolidin-1-yl)ethyl)-1,3,4-oxadiazole N1(CCCC1)C(C)C1=NN=CO1